CC(CCO)C\C=C\C(CC)(O)C (5E)-3,7-dimethylnon-5-ene-1,7-diol